N-(3-(2-chloro-5-fluorophenyl)-7-methyl-1,6-dioxo-2,3,6,7-tetrahydro-1H-pyrrolo[3,4-f]isoquinolin-4-yl)-3-fluoro-5-(trifluoromethyl)benzamide ClC1=C(C=C(C=C1)F)C1NC(C2=C3C=CN(C(C3=CC(=C21)NC(C2=CC(=CC(=C2)C(F)(F)F)F)=O)=O)C)=O